tert-butyl (-)-{[({3-[(chlorophenyl)amino]-4-oxo-1H,5H,6H,7H-pyrrolo[3,2-c]pyridin-2-yl}pyridin-3-yl)oxy]methyl}azetidine-1-carboxylate ClC1=C(C=CC=C1)NC1=C(NC2=C1C(NCC2)=O)C2=NC=CC=C2OCC2N(CC2)C(=O)OC(C)(C)C